2-(5-amino-3-(4-(2-(pyrrolidin-1-yl)ethoxy)phenylamino)-1H-1,2,4-triazol-1-yl)-5,6,7,8-tetrahydroquinazolin-4-ol NC1=NC(=NN1C1=NC=2CCCCC2C(=N1)O)NC1=CC=C(C=C1)OCCN1CCCC1